N1(CCOCC1)C(=O)C=1C=C2C(=CNC2=CC1)C=O 5-(morpholine-4-carbonyl)-1H-indole-3-carbaldehyde